ClC1=CC(=C2C(=N1)N(C=N2)COCC[Si](C)(C)C)CN2CCCC2 5-chloro-7-(pyrrolidin-1-ylmethyl)-3-((2-(trimethylsilyl)ethoxy)methyl)-3H-imidazo[4,5-b]pyridine